1-cyclopropyl-6-fluoro-4-oxo-7-(4-((5-(quinolin-2-ylmethyleneamino)-2-thioxo-1,3,4-thiadiazol-3(2H)-yl)methyl)piperazin-1-yl)-1,4-dihydroquinoline-3-carboxylic acid C1(CC1)N1C=C(C(C2=CC(=C(C=C12)N1CCN(CC1)CN1C(SC(=N1)N=CC1=NC2=CC=CC=C2C=C1)=S)F)=O)C(=O)O